S([O-])(O)(=O)=O.[Na+].C(C1=CN=CC=C1)(=O)N nicotinamide sodium bisulfate